[N+](=O)([O-])CCC(=O)O 3-Nitropropionic acid